7-(2,6-difluoro-4-nitrophenyl)-5-ethyl-6-oxo-2-(trifluoromethyl)-6,7-dihydro-5H-benzo[d]pyrido[3,2-f][1,3]diazepine-9-carbonitrile FC1=C(C(=CC(=C1)[N+](=O)[O-])F)N1C(N(C2=C(C3=C1C=C(C=C3)C#N)C=C(C=N2)C(F)(F)F)CC)=O